C(#N)C1=CC=C(C=C1)C1CCN(CCC1)C(=O)OC(C)(C)C tert-Butyl 4-(4-cyanophenyl)azepane-1-carboxylate